(S)-1,1'-binaphthol C=1(C(=CC=C2C=CC=CC12)O)C1=CC=CC2=CC=CC=C12